C1(CC1)N1N=C2C=C(C=CC2=C1)C1=CC[C@@H](CN1C(=O)OC(C)(C)C)C |r| tert-Butyl rac-(3S)-6-(2-cyclopropylindazol-6-yl)-3-methyl-3,4-dihydro-2H-pyridine-1-carboxylate